(R)-tert-butyl (5-bromoisochroman-1-yl)methyl(methyl)carbamate BrC1=C2CCO[C@H](C2=CC=C1)CN(C(OC(C)(C)C)=O)C